1-(4-methoxybenzyl)pyridin-1-ium COC1=CC=C(C[N+]2=CC=CC=C2)C=C1